CC1=C(SC=2N(C(N(C(C21)=O)CC(=O)O)=O)CCC2=CC=CC=C2)C=2OC=CN2 2-[5-methyl-6-(1,3-oxazol-2-yl)-2,4-dioxo-1-(2-phenylethyl)-1H,2H,3H,4H-thieno[2,3-d]pyrimidin-3-yl]acetic acid